2-bromo-4-iodo-1-[4-(methylsulfonyl)phenoxy]benzene BrC1=C(C=CC(=C1)I)OC1=CC=C(C=C1)S(=O)(=O)C